[2-[(6-chloro-2-pyridyl)sulfonyl]-2,6-diazaspiro[3.3]heptan-6-yl]-[6-(3-cyclopropyl-1,2,4-triazol-1-yl)-2-azaspiro[3.3]heptan-2-yl]methanone ClC1=CC=CC(=N1)S(=O)(=O)N1CC2(C1)CN(C2)C(=O)N2CC1(C2)CC(C1)N1N=C(N=C1)C1CC1